BrC1=NC(=CC=C1OC(F)F)S(=O)(=O)C 2-bromo-3-(difluoromethoxy)-6-(methylsulfonyl)pyridine